COC(C1=C(C(=C(C=C1)OCCC)OCCC)OCCC)=O tripropoxybenzoic acid methyl ester